COC1=C(C=NC(=C1)C(F)(F)F)[C@H]1[C@H](O[C@]([C@H]1C)(C(F)(F)F)C)C(=O)NC1=CC(=NC=C1)C(=O)N (2S,3S,4S,5R)-4-[[3-[4-methoxy-6-(trifluoromethyl)-3-pyridinyl]-4,5-dimethyl-5-(trifluoromethyl)tetrahydrofuran-2-carbonyl]amino]pyridine-2-carboxamide